COC1=C(C=C(C=C1)[C@@H]1CC[C@H](CC1)CN(C(=O)[C@@H]1CC[C@H](CC1)C(=O)NCCOC)C1=CC(=CC=C1)C1=CN=C(S1)OC)C trans-N1-((trans-4-(4-Methoxy-3-methylphenyl)cyclohexyl)methyl)-N4-(2-methoxyethyl)-N1-(3-(2-methoxythiazol-5-yl)phenyl)cyclohexane-1,4-dicarboxamide